NC=1C=C(OC2CCN(CC2)C(=O)OC(C)(C)C)C=CC1Cl tert-butyl 4-(3-amino-4-chloro-phenoxy)piperidine-1-carboxylate